FC1=CN(C2=CC=C(C=C12)[N+](=O)[O-])CC1=NC=CN=C1 3-fluoro-5-nitro-1-(pyrazin-2-ylmethyl)indole